C(C)(C)(C)OC(=O)ON=C(C#N)C1=CC=CC=C1 2-(t-butoxycarbonyloxyimino)-2-phenylacetonitrile